1-methyl-pseudouridine-5'-triphosphate P(O)(=O)(OP(=O)(O)OP(=O)(O)O)OC[C@@H]1[C@H]([C@H]([C@@H](O1)C1=CN(C(=O)NC1=O)C)O)O